COC=1C=2N(C=C(C1)C=1C=NC(=CC1)N1CCN(CC1)C(=O)[C@H]1CNCC1)N=CC2C#N (R)-4-methoxy-6-(6-(4-(pyrrolidine-3-carbonyl)piperazin-1-yl)pyridin-3-yl)pyrazolo[1,5-a]pyridine-3-carbonitrile